6-chloro-4-[(4-methoxyphenyl)methylamino]Pyridine-3-carboxylic acid methyl ester COC(=O)C=1C=NC(=CC1NCC1=CC=C(C=C1)OC)Cl